FS(F)=[N+](CC)CC (difluoro-λ4-sulfanylidene)-diethyl-ammonium